The molecule is an anthracycline cation that is the conjugate acid of doxorubicin, arising from protonation of the amino group; major species at pH 7.3. It is a conjugate acid of a doxorubicin. C[C@H]1[C@H]([C@H](C[C@@H](O1)O[C@H]2C[C@@](CC3=C2C(=C4C(=C3O)C(=O)C5=C(C4=O)C(=CC=C5)OC)O)(C(=O)CO)O)[NH3+])O